NC=1C(=C(C(=CC1)F)N1C(N(C2=NC(=NC=C2C1=O)SC)C)=O)F 3-(3-amino-2,6-difluorophenyl)-1-methyl-7-(methylthio)pyrimido[4,5-d]pyrimidine-2,4(1H,3H)-dione